N-(2-ethylbutyl)benzene-1,4-diamine C(C)C(CNC1=CC=C(C=C1)N)CC